N-(2-hydroxypropyl)-4-(2-(6-methylpyridin-2-yl)-6,7-dihydro-8H-pyrimido[5,4-b][1,4]oxazin-8-yl)nicotinamide OC(CNC(C1=CN=CC=C1N1C2=C(OCC1)C=NC(=N2)C2=NC(=CC=C2)C)=O)C